BrC=1C=NC(=NC1)NC=1C(=NN(C1)C1CCC(CC1)N1CCOCC1)OCCCOC 5-bromo-N-[3-(3-methoxypropoxy)-1-[(1r,4r)-4-(morpholin-4-yl)cyclohexyl]-1H-pyrazol-4-yl]pyrimidin-2-amine